CC(C(=O)N1C(C(CC1)C1=NNC=C1C#N)C)(C)C 3-[1-(2,2-dimethylpropanoyl)-2-methylpyrrolidin-3-yl]-1H-pyrazol-4-carbonitril